CC1=C(C(=CC=C1)C)C1=CC(=NC(=N1)NS(=O)(=O)C=1C=NN(C1)C)OC1=C(C=C(C(=O)N(CC)CC)C=C1)C 4-[6-(2,6-Dimethylphenyl)-2-[(1-methylpyrazol-4-yl)sulfonylamino]pyrimidin-4-yl]oxy-N,N-diethyl-3-methyl-benzamide